1-((3-Bromophenyl)sulfonyl)-4-fluoro-5-(2-fluorophenyl)-1H-pyrrole-3-carbaldehyde BrC=1C=C(C=CC1)S(=O)(=O)N1C=C(C(=C1C1=C(C=CC=C1)F)F)C=O